C(C=C)(=O)NC1=C(C=CC=C1)C1CCNC=2N1N=C(C2C(=O)N)C2=CC=C(C=C2)OC(F)(F)F 7-(2-Acrylamidophenyl)-2-(4-(trifluoromethoxy)phenyl)-4,5,6,7-tetrahydropyrazolo[1,5-a]pyrimidine-3-carboxamide